C(C)OC(CC1=NOC2=C1C=CC=C2N2CCC1(CCN(CC1)C(=O)OC(C)(C)C)CC2)=O tert-butyl 9-[3-(2-ethoxy-2-oxo-ethyl)-1,2-benzoxazol-7-yl]-3,9-diazaspiro[5.5]undecane-3-carboxylate